2-(tert-butyldimethylsilyloxy)ethyltrifluoromethane [Si](C)(C)(C(C)(C)C)OCCC(F)(F)F